(3Z)-5-CYCLOPROPYL-3H-PYRAZOL C1(CC1)C1=CCN=N1